CC(C)C1=C(C=C2C(=C1)CC[C@@H]3[C@@]2(C[C@H](CC3(C)C)O)C)O The molecule is a meroterpenoid that is ferruginol which has been substituted by an alpha-hydroxy group at position 6. It has a role as a plant metabolite. It is an abietane diterpenoid, a carbotricyclic compound and a meroterpenoid. It derives from a ferruginol.